(E)-5-(4,4,4-trifluorobut-2-en-2-yl)isobenzofuran-1(3H)-one FC(/C=C(\C)/C=1C=C2COC(C2=CC1)=O)(F)F